CN1N=CC(=C1)N(S(=O)(=O)NC(OC(C)(C)C)=O)C[C@@H]1OCCC1 Tert-butyl N-[(1-methyl-1H-pyrazol-4-yl)({[(2R)-oxolan-2-yl]methyl})-sulfamoyl]carbamate